CC(C(=O)OC)(C)C methyl Trimethylacetate